1-(3-bromo-2-chlorophenyl)-2,5-dimethyl-6-oxo-1,6-dihydropyrimidin-4-yl 4-methylbenzene-1-sulfonate CC1=CC=C(C=C1)S(=O)(=O)OC=1N=C(N(C(C1C)=O)C1=C(C(=CC=C1)Br)Cl)C